di-tert-butyl ((S)-6-(((2R,3R,4R,5S,6S)-6-((7H-purin-6-yl)amino)-4,5-dihydroxy-2-(hydroxymethyl)tetrahydro-2H-pyran-3-yl)amino)-6-oxohexane-1,5-diyl)dicarbamate N1=CN=C2N=CNC2=C1N[C@@H]1[C@H]([C@@H]([C@H]([C@@H](O1)CO)NC([C@H](CCCCNC(OC(C)(C)C)=O)NC(OC(C)(C)C)=O)=O)O)O